fluorobutanediamine FC(CCC)(N)N